C(#N)C1=CC=C(C=C1)C1=NC2=C(N1C1=CC=C(C=C1)C)C=CC(=C2)C(=O)N(C)C 2-(4-Cyanophenyl)-N,N-dimethyl-1-(p-tolyl)-1H-benzo[d]imidazole-5-carboxamide